carbamyl-(p-amino)benzyl-citrulline C(N)(=O)N([C@@H](CCCNC(=O)N)C(=O)O)CC1=CC=C(C=C1)N